(2-bromo-1-benzothiophen-5-yl)methanol BrC=1SC2=C(C1)C=C(C=C2)CO